5-methoxy-3,3a,4,5,6,7-hexahydrobenzo[c]isoxazole COC1CC2C(=NOC2)CC1